ClC=1C(=CC(=C(C1)C=1N=CN(C1C=1C=CC=2N(C1)C(=CN2)C(=O)N)CC(F)F)F)F 6-(4-(5-chloro-2,4-difluorophenyl)-1-(2,2-difluoroethyl)-1H-imidazol-5-yl)imidazo[1,2-a]pyridine-3-carboxamide